5-(Chloro-(3-(trifluoromethyl)-[1,2,4]triazolo[4,3-a]pyridine-7-yl)methyl)-2-methylbenzyl pivalate C(C(C)(C)C)(=O)OCC1=C(C=CC(=C1)C(C1=CC=2N(C=C1)C(=NN2)C(F)(F)F)Cl)C